5-chloro-6-nitro-2-(piperidin-1-yl)thiazolo[4,5-b]Pyridine ClC1=C(C=C2C(=N1)N=C(S2)N2CCCCC2)[N+](=O)[O-]